1-(1-acryloyl-6-methylpiperidin-3-yl)-5-amino-3-(4-(2-chloro-4-fluorophenoxy)phenyl)-1H-pyrazole-4-carboxamide C(C=C)(=O)N1CC(CCC1C)N1N=C(C(=C1N)C(=O)N)C1=CC=C(C=C1)OC1=C(C=C(C=C1)F)Cl